FC=1C2=C(C=NC1)C(N(C2)CC=2OC1=C(C2)C=CC=C1C(=O)OC)=O methyl 2-((7-fluoro-3-oxo-1,3-dihydro-2H-pyrrolo[3,4-c]pyridin-2-yl)methyl)benzofuran-7-carboxylate